C[C@H]1N(C[C@H]2N(C3=C(C(N(C=4C=CC=CC34)C)=O)NC2=O)C1)C(=O)OC(C)(C)C tert-Butyl (2R,4aR)-2,8-dimethyl-5,7-dioxo-1,2,4,4a,5,6,7,8-octahydro-3H-pyrazino[1',2':4,5]pyrazino[2,3-c]quinoline-3-carboxylate